C[C@@H]1N(CCN(C1)C)C1=CC2=C(C(NN=C2N[C@H](C)C2=CC(=CC(=C2)C(F)(F)F)[N+](=O)[O-])=O)C=N1 7-((S)-2,4-dimethylpiperazin-1-yl)-1-(((R)-1-(3-nitro-5-(trifluoromethyl)benzeneyl)ethyl)amino)pyrido[3,4-d]pyridazin-4(3H)-one